C(C)OC([C@@H](N)CC1=CNC2=CC=CC=C12)=O Tryptophan-O-ethylester